[18-fluoro-32-methyl-20-oxo-14-oxa-8,9,10,21-tetrazahexacyclo[19.5.3.216,19.13,7.06,10.024,28]dotriaconta-1(26),3(32),4,6,8,16,18,24,27,30-decaen-2-yl]acetic acid FC=1C=C2COCCCN3N=NC4=C3C=CC(C(C3=CC=C5CCN(C(C1C=C2)=O)CC5=C3)CC(=O)O)=C4C